1-methyl-1-vinyl-2,4-diisopropenyl-cyclohexane CC1(C(CC(CC1)C(=C)C)C(=C)C)C=C